C(C1=CC=CC=C1)OC=1C=C2CCNC(C2=CC1OC)\C=C\C1=C(C=C(C(=C1)OCC1CCC1)OC)C 6-(benzyloxy)-1-{(E)-2-[5-(cyclobutylmethoxy)-4-methoxy-2-methylphenyl]ethenyl}-7-methoxy-1,2,3,4-tetrahydroisoquinoline